C(#N)[C@H]1N(CSC1)C(CNC(=O)C1=CC=NC2=CC=C(C=C12)N1CC2(CCS2)C1)=O (R)-N-(2-(4-Cyanothiazolidin-3-yl)-2-oxoethyl)-6-(1-thia-6-azaspiro[3.3]heptan-6-yl)quinoline-4-carboxamide